2-fluoro-N-hydroxy-5-methoxybenzimidoyl chloride FC1=C(C(=NO)Cl)C=C(C=C1)OC